methyl 3-hydroxy-L-phenylalaninate OC=1C=C(C[C@H](N)C(=O)OC)C=CC1